amino-2,2-difluoro-1-phenyl-propan-1-ol NC(C(C)(F)F)(O)C1=CC=CC=C1